COC1=C(C(=CC(=C1)C1=CN(C(C2=CN=CC=C12)=O)C)OC)CN(C1CCN(CC1)CCOC=1C=C2C(N(C(C2=CC1)=O)C1C(NC(CC1)=O)=O)=O)C 5-[2-[4-([[2,6-dimethoxy-4-(2-methyl-1-oxo-2,7-naphthyridin-4-yl)phenyl]methyl](methyl)amino)piperidin-1-yl]ethoxy]-2-(2,6-dioxopiperidin-3-yl)isoindole-1,3-dione